C(=O)(O)[C@H](CC(=O)N1CC2=CC(=C(C=C2C1)OCCCOC1=C(C(=C2CN(CC2=C1)C(C[C@@H](C(=O)O)C)=O)Cl)OC)OC)C (S)-4-(6-(3-((2-((S)-3-carboxybutanoyl)-6-methoxyisoindolin-5-yl)oxy)propoxy)-4-chloro-5-methoxyisoindolin-2-yl)-2-methyl-4-oxobutanoic acid